[N-](S(=O)(=O)C(F)(F)F)S(=O)(=O)C(F)(F)F.[N-](S(=O)(=O)C(F)(F)F)S(=O)(=O)C(F)(F)F.CC1(C2=CN(CC=C2C2=C1C=[N+](C=C2)CCCC(F)(F)F)CCCC(F)(F)F)C.CC2(C1=CN(CC=C1C1=C2C=[N+](C=C1)CCCC(F)(F)F)CCCC(F)(F)F)C 9,9-dimethyl-2,7-bis(4,4,4-trifluorobutyl)-9H-cyclopenta[1,2-c:4,3-c']dipyridinium bis[bis(trifluoromethanesulfonyl)imide]